(1S,2S)-2-bromo-5'-methylene-2,3,4',5'-tetrahydrospiro[indene-1,2'-pyran]-6'(3'H)-one Br[C@H]1CC2=CC=CC=C2[C@]12OC(C(CC2)=C)=O